ethyl 6-bromo-8-(2-hydroxypropan-2-yl)imidazo[1,2-a]pyridine-2-carboxylate BrC=1C=C(C=2N(C1)C=C(N2)C(=O)OCC)C(C)(C)O